(2S,4R)-5-(3-((S)-2-((S)-2-amino-3-methylbutanoylamino)-5-ureidopentanoylamino)-4-hydroxyphenyl)-4-((t-butoxycarbonyl)amino)-2-methylpentanoic acid N[C@H](C(=O)N[C@H](C(=O)NC=1C=C(C=CC1O)C[C@@H](C[C@@H](C(=O)O)C)NC(=O)OC(C)(C)C)CCCNC(=O)N)C(C)C